3-(2-bromoethyl)-1H-indole BrCCC1=CNC2=CC=CC=C12